FC(CC(C(=O)N1C[C@@H](N(C[C@H]1C)C=1C2=C(N=CN1)N(CC21CCC1)C1=NC=CC(=C1)C#N)C)(C)C)F 2-[4-[(2S,5R)-4-(4,4-difluoro-2,2-dimethylbutanoyl)-2,5-dimethylpiperazin-1-yl]spiro[6H-pyrrolo[2,3-d]pyrimidine-5,1'-cyclobutane]-7-yl]pyridine-4-carbonitrile